5-(4-fluorophenyl)-3-(octahydroindolizin-7-yl)-2-methylbenzothiophene FC1=CC=C(C=C1)C=1C=CC2=C(C(=C(S2)C)C2CCN3CCCC3C2)C1